CC(=O)N[C@@H](CSCCN1C=NC2=C1C(=O)NC(=N2)N)C(=O)O S-[2-(N7-Guanyl)ethyl]-N-acetyl-L-cysteine